BrCCCC#CC(C(C)C)=O 8-bromo-2-methyloct-4-yn-3-one